C=C1C=CNCC=2N1C(NC(C2)=O)=O 5-methylenepyrimido[1,6-a][1,4]diazepine-7,9(1H,8H)-dione